ONC(C[C@@H](CC1=CC2=CC=CC=C2C=C1)N1N=NC(=C1)CNC(C1=CC(=C(C=C1)OC)OC)=O)=O N-[[1-[(1R)-3-(hydroxyamino)-1-(2-naphthylmethyl)-3-oxo-propyl]triazol-4-yl]methyl]-3,4-dimethoxy-benzamide